N1CCC(CC1)NC(=O)C1=NNC=C1NC(C1=C(C=CC=C1Cl)Cl)=O 4-(2,6-dichloro-benzoylamino)-1H-pyrazole-3-carboxylic acid piperidin-4-ylamide